C1(=CC=CC=C1)C(=S)C=1N2CCC(C2=CC1)C(=O)OC1=CC=C(C=C1)C=1SSC(N1)=O [4-(5-oxidanylidene-1,2,4-dithiazol-3-yl)phenyl] 5-(benzenecarbothioyl)-2,3-dihydro-1H-pyrrolizine-1-carboxylate